hexafluorobut-1-ene FCC(C(=C(F)F)F)(F)F